N=1C=CC=2C1NC(CC2)=O 7H-pyrrolo[2,3-b]pyridin-6-one